FC(CO[C@H]1[C@@H](SC2=CC(=C(C=C2)Cl)Cl)O[C@@H]([C@@H]([C@@H]1N1N=NC(=C1)C=1N=C(SC1)O)O)CO)(F)F 3,4-Dichlorophenyl 3-deoxy-2-O-(2,2,2-trifluoroethyl)-3-[4-(2-hydroxythiazol-4-yl)-1H-1,2,3-triazol-1-yl]-1-thio-α-D-galactopyranoside